4-amino-4'-chloro-5-((4-sulfamoylbenzyl)amino)-[1,1'-biphenyl]-3-carboxamide NC1=C(C=C(C=C1NCC1=CC=C(C=C1)S(N)(=O)=O)C1=CC=C(C=C1)Cl)C(=O)N